C(CCCCCCCC)C(CCCCCCCCCCCCCCCCCCC)C1=CC=CC=C1 nonylphenyl-eicosane